2-[(R)-3-decanoyloxytetradecanoylamino]ethyl 2,3-di-[(R)-3-decanoyloxytetradecanoylamino]-2,3-dideoxy-4-O-sulfoxy-β-D-allopyranoside C(CCCCCCCCC)(=O)O[C@@H](CC(=O)N[C@H]1[C@H](OCCNC(C[C@@H](CCCCCCCCCCC)OC(CCCCCCCCC)=O)=O)O[C@@H]([C@H]([C@H]1NC(C[C@@H](CCCCCCCCCCC)OC(CCCCCCCCC)=O)=O)OOS(=O)(=O)O)CO)CCCCCCCCCCC